C1=CC2=C(C=3C=CC=CC13)C=1C(=CC=C3C=CC=CC13)OP(O2)N2CCOCC2 (3,5-dioxa-4-phosphacyclohepta[2,1-a:3,4-a']dinaphthalen-4-yl)morpholine